β-chloro-D-alanine hydrochloride Cl.ClC[C@@H](N)C(=O)O